N-(3-(5,6-dimethyl-1H-benzo[d]imidazol-2-yl)-1H-pyrazol-4-yl)-1H-pyrazolo[3,4-d]pyrimidin-4-amine CC1=CC2=C(NC(=N2)C2=NNC=C2NC2=C3C(=NC=N2)NN=C3)C=C1C